5-(3-bromophenyl)-2-phenoxy-1-((2-(trimethylsilyl)ethoxy)methyl)-1H-pyrrole-3-carboxamide BrC=1C=C(C=CC1)C1=CC(=C(N1COCC[Si](C)(C)C)OC1=CC=CC=C1)C(=O)N